C(C1=CC=CC=C1)S(=O)(=O)CC[C@@H](C(=O)OCC1=CC(=NC(=C1)Cl)Cl)NC(=O)OC(C)(C)C (2,6-dichloropyridin-4-yl)methyl (S)-4-(benzylsulfonyl)-2-((tert-butoxycarbonyl)amino)butanoate